C(C)OC(=O)[C@@H]1C[C@H]([C@@H](CC1)O)N=[N+]=[N-] (1S,3R,4R)-3-azido-4-hydroxycyclohexane-1-carboxylic acid ethyl ester